4,4'-biphenyl-tetracarboxylic acid C1(=C(C(=C(C(=C1)C(=O)O)C1=CC=CC=C1)C(=O)O)C(=O)O)C(=O)O